COC(=O)[C@H]1OC(O[C@@H]1C1=C(C=CC=C1)Cl)C1=CC=CC=C1 (4S,5R)-methyl-5-(2-chlorophenyl)-2-phenyl-1,3-dioxolane-4-carboxylate